NC1=C2C(=NC=N1)N(N=C2C2=CC=C(C=C2)OC2=CC=CC=C2)CCNC(C=C)=O N-(2-(4-amino-3-(4-phenoxyphenyl)-1H-pyrazolo[3,4-d]pyrimidin-1-yl)ethyl)acrylamide